methyl-(3-bromobenzyl)-D-proline C[C@]1(N(CCC1)CC1=CC(=CC=C1)Br)C(=O)O